6-[8-(2-cyanoallylamino)-7-methoxy-2-naphthyl]-N-(4-pyrrolidin-1-ylcyclohexyl)pyridine-2-carboxamide C(#N)C(CNC=1C(=CC=C2C=CC(=CC12)C1=CC=CC(=N1)C(=O)NC1CCC(CC1)N1CCCC1)OC)=C